OC1CC2C3CCCC3C1C2 9-hydroxytricyclo[5.2.1.02,6]decane